C12CN(CC(CC1)N2)C(=O)OC[C@@H]2O[C@H]1[C@@H](O2)C/C=C/CCC1 rac-((2R,3aR,9aS,E)-3a,4,5,6,9,9a-hexahydrocycloocta[d][1,3]dioxol-2-yl)methyl 3,8-diazabicyclo[3.2.1]octane-3-carboxylate